ClC1=CC=C(C=C1)[C@@]1(N(C(C2=CC(=CC(=C12)F)C(CC)(O)C1(CCOCC1)F)=O)CC1=CC=C(C=N1)C#N)OC[C@@H](C)O 6-{[(1R)-1-(4-chloro-phenyl)-7-fluoro-5-[1-(4-fluorooxan-4-yl)-1-hydroxypropyl]-1-[(2R)-2-hydroxypropoxy]-3-oxo-2,3-dihydro-1H-isoindol-2-yl]methyl}pyridine-3-carbonitrile